CC=1C=C2C(=CC(=NC2=CC1)C(F)(F)F)N[C@@H]1C[C@@H](CCC1)NC(C1=CC=CC=C1)=O N-((1r,3s)-3-((6-methyl-2-(trifluoromethyl)quinolin-4-yl)amino)cyclohexyl)benzamide